C(C1=CC=CC=C1)NCC1CC=CC(C1)O 5-((benzylamino)methyl)cyclohex-2-en-1-ol